2-{[(2S)-4-{2-[(4-chloro-2-fluorobenzyl)oxy]pyrimidin-4-yl}-2-methylpiperazin-1-yl]methyl}-1-[(2S)-oxetan-2-ylmethyl]-1H-benzimidazole-6-carboxylic acid ClC1=CC(=C(COC2=NC=CC(=N2)N2C[C@@H](N(CC2)CC2=NC3=C(N2C[C@H]2OCC2)C=C(C=C3)C(=O)O)C)C=C1)F